1,3-Di-tert.-butylimidazolium C(C)(C)(C)N1C=[N+](C=C1)C(C)(C)C